2,N4-diallyl-1,2,4-triazine-3,5(2H,4H)-dione C(C=C)N1N=CC(N(C1=O)CC=C)=O